3-Fluoro-4-(2-(1-(2-(methylsulfanyl)propionyl)piperidin-2-yl)-1H-imidazol-5-yl)benzonitrile FC=1C=C(C#N)C=CC1C1=CN=C(N1)C1N(CCCC1)C(C(C)SC)=O